ClC1=C(C=CC(=C1)F)S(=O)(=O)N1CC2(C1)CCN(CC2)C(=O)N2C[C@@H]1[C@@H](OCC(N1)=O)CC2 (4aR,8aS)-6-(2-((2-Chloro-4-fluorophenyl)sulfonyl)-2,7-diazaspiro[3.5]nonane-7-carbonyl)hexahydro-2H-pyrido[4,3-b][1,4]oxazin-3(4H)-one